CC1=C(C#N)C=CC(=C1)N1N=C(N=N1)CN1C[C@@H](N[C@@H](C1)C=1C(=C2COC(C2=CC1)=O)C)C 2-methyl-4-(5-(((3S,5R)-3-methyl-5-(4-methyl-1-oxo-1,3-dihydroisobenzofuran-5-yl)piperazin-1-yl)methyl)-2H-tetrazol-2-yl)benzonitrile